(R)-6-(1-Acetyl-4-methoxypiperidin-4-yl)-4-((1-(3-(difluoromethyl)-2-fluorophenyl)ethyl) amino)quinoline-7-carboxylate C(C)(=O)N1CCC(CC1)(OC)C=1C=C2C(=CC=NC2=CC1C(=O)[O-])N[C@H](C)C1=C(C(=CC=C1)C(F)F)F